(S)-2-(3-(1-(2-(5-((4,6-difluoro-1H-indol-5-yl)oxy)-2-fluorophenyl)-1H-imidazol-5-yl)ethyl-2,2,2-d3)-2-fluorophenyl)acetic acid FC1=C2C=CNC2=CC(=C1OC=1C=CC(=C(C1)C=1NC(=CN1)[C@@H](C([2H])([2H])[2H])C=1C(=C(C=CC1)CC(=O)O)F)F)F